ClC1=CC=C(C=C1)C1=CN=C(O1)NC=1C=CC(=NC1)C(=O)OC methyl 5-((5-(4-chlorophenyl)oxazol-2-yl)amino)picolinate